methyl 1-(4-(4-(((tert-butyldimethylsilyl) oxy) methyl)-6-(trifluoromethyl) pyridin-3-yl) phenyl)-3-hydroxycyclobutanecarboxylate [Si](C)(C)(C(C)(C)C)OCC1=C(C=NC(=C1)C(F)(F)F)C1=CC=C(C=C1)C1(CC(C1)O)C(=O)OC